C[C@H]1NCCNC1 (R)-2-methyl-Piperazine